N-(Imidazo[1,2-a]pyridin-7-ylmethyl)-4-(((1-methyl-1H-pyrazol-3-yl)methyl)sulfonyl)-3-((1,2,3,4-tetrahydroisoquinolin-6-yl)ethynyl)benzamide N=1C=CN2C1C=C(C=C2)CNC(C2=CC(=C(C=C2)S(=O)(=O)CC2=NN(C=C2)C)C#CC=2C=C1CCNCC1=CC2)=O